6-((6-fluoropyridin-2-yl)-amino)-N-methoxy-4-((4-methyl-2-(N-methyl-methane-sulfonamido)phenyl)amino)-nicotinamide FC1=CC=CC(=N1)NC1=NC=C(C(=O)NOC)C(=C1)NC1=C(C=C(C=C1)C)N(S(=O)(=O)C)C